6-((6-Fluoropyridin-2-Yl)amino)-N-methoxy-4-((6-methyl-2-(N-Methylmethanesulfonamido)pyridin-3-Yl)amino)Nicotinamide FC1=CC=CC(=N1)NC1=NC=C(C(=O)NOC)C(=C1)NC=1C(=NC(=CC1)C)N(S(=O)(=O)C)C